CC=1N=C2N(N=CC=C2C(=O)O)C1 2-methylimidazo[1,2-b]pyridazine-8-carboxylic acid